3-{4-[(2-cyclopropylethyl)[(1s,4s)-4-[(2,2-difluoroethyl)amino]cyclohexyl]amino]-1-oxo-3H-isoindol-2-yl}piperidine-2,6-dione C1(CC1)CCN(C1=C2CN(C(C2=CC=C1)=O)C1C(NC(CC1)=O)=O)C1CCC(CC1)NCC(F)F